C(C)OC(=O)C=1N=CC=2CN(CCC2C1)C1=NC(=CC(=C1)N1C[C@@H](CC1)F)F (R)-7-(6-fluoro-4-(3-fluoropyrrolidin-1-yl)pyridin-2-yl)-5,6,7,8-tetrahydro-2,7-naphthyridine-3-carboxylic acid ethyl ester